1,5,10-triazadecane NCCCNCCCCN